6-chloro-3-iodo-4-methoxy-1-((2-(trimethylsilyl)ethoxy)methyl)-1H-pyrazolo[3,4-d]pyrimidine ClC1=NC(=C2C(=N1)N(N=C2I)COCC[Si](C)(C)C)OC